C12(CC3CC(CC(C1)C3)C2)CCN(CCN2CCC(CC2)[C@H](C)N2C(=C(C3=CC=CC=C23)C(=O)NCC=2C(NC(=CC2C)C)=O)C)CCC23CC1CC(CC(C2)C1)C3 1-((S)-1-(1-(2-(bis(2-((3S,5S,7S)-adamantan-1-yl)ethyl)amino)ethyl)piperidin-4-yl)ethyl)-N-((4,6-dimethyl-2-oxo-1,2-dihydropyridin-3-yl)methyl)-2-methyl-1H-indole-3-carboxamide